2-chloro-4-(naphthalen-1-yl)-6-(4-(trimethylsilyl)phenyl)-1,3,5-triazine ClC1=NC(=NC(=N1)C1=CC=CC2=CC=CC=C12)C1=CC=C(C=C1)[Si](C)(C)C